lithium phenyl-2,4,6-trimethylbenzoylhypophosphite C1(=CC=CC=C1)P(=O)([O-])C(C1=C(C=C(C=C1C)C)C)=O.[Li+]